Ethyl 1-benzyl-5-((4-methoxybenzyl) amino)-1,2,3,6-tetrahydropyridine-4-carboxylate C(C1=CC=CC=C1)N1CCC(=C(C1)NCC1=CC=C(C=C1)OC)C(=O)OCC